CC1=C(C=C(C#N)C=C1)[C@H]1C[C@@H]2[C@H](N(OC2(C)C)C)[C@H](C1)C |r| rac-4-methyl-3-((3aR,5R,7S,7aR)-1,3,3,7-tetramethyloctahydro-benzo[c]isoxazol-5-yl)benzonitrile